ethyl 2-((diphenylmethylene)amino-15N)-3-methylbutanoate C1(=CC=CC=C1)C(C1=CC=CC=C1)=[15N]C(C(=O)OCC)C(C)C